[Cl-].CC1C(C=NN1C(=O)N)C1=CC=CC=C1 5-methyl-4-phenyl-4,5-dihydro-1H-pyrazole-1-carboxamide chloride